tert-butyl (R)-(1-((5-cyclopropyl-6-(2-(ethoxymethoxy)-4-(trifluoromethyl)phenyl)pyridazin-3-yl)amino)-1-oxopropan-2-yl)carbamate C1(CC1)C=1C=C(N=NC1C1=C(C=C(C=C1)C(F)(F)F)OCOCC)NC([C@@H](C)NC(OC(C)(C)C)=O)=O